P(=O)([O-])([O-])[O-].F[B-](F)(F)F.C(CCC)N1CN(C=C1)C 1-butyl-3-methylimidazole tetrafluoroborate phosphate